C(C)(=O)OC[C@@H]1O[C@@H]([C@H]([C@H]([C@H]1CC(=O)[O-])CC(=O)[O-])CC(=O)[O-])CCC (2R,3R,4R,5S,6R)-2-(acetoxymethyl)-6-propyltetrahydro-2H-pyran-3,4,5-triyltriacetate